(Chloro)(methyl)sulfobenzoic anhydride ClC1=C(C(=C(C(=O)OC(C2=C(C(=C(C=C2)Cl)C)S(=O)(=O)O)=O)C=C1)S(=O)(=O)O)C